N-((1s,3s)-3-(6-((2-(1-((1-(2-(2,6-dioxopiperidin-3-yl)-1,3-dioxoisoindolin-4-yl)piperidin-4-yl)methyl)piperidin-4-yl)ethyl)amino)-9H-purin-9-yl)cyclobutyl)-6-methylpicolinamide O=C1NC(CC[C@@H]1N1C(C2=CC=CC(=C2C1=O)N1CCC(CC1)CN1CCC(CC1)CCNC1=C2N=CN(C2=NC=N1)C1CC(C1)NC(C1=NC(=CC=C1)C)=O)=O)=O